C(C)(=O)OC1=C(N(C2=CC(=CC=C12)Br)C(C)=O)C 1-acetyl-6-bromo-2-methyl-1H-indol-3-yl acetate